3-chloro-5-{2-[(3S,4S)-3-[(3,5-difluoro-4-methanesulfonylphenoxy)methyl]-4-methylpyrrolidin-1-yl]ethyl}benzonitrile ClC=1C=C(C#N)C=C(C1)CCN1C[C@H]([C@@H](C1)C)COC1=CC(=C(C(=C1)F)S(=O)(=O)C)F